6-(2-Amino-5-(1-(piperidin-4-yl)-1H-pyrazol-4-yl)pyridin-3-yl)-2-(3,5-dimethoxyphenyl)-4-methylpyridazin-3(2H)-on dihydrochlorid Cl.Cl.NC1=NC=C(C=C1C=1C=C(C(N(N1)C1=CC(=CC(=C1)OC)OC)=O)C)C=1C=NN(C1)C1CCNCC1